triacrylyldiethylenetriamine C(C=C)(=O)C(N(C(C=C)=O)C(C=C)=O)CNCCN